ClC=1C=C(C=CC1C(=O)N1CCN(CC1)C(CC1CNC(C1)=O)=O)NC(=O)C=1N(C(=CN1)C1=C(C(=C(C=C1)OC)F)F)C N-[3-chloro-4-[4-[2-(5-oxopyrrolidin-3-yl)acetyl]piperazine-1-carbonyl]phenyl]-5-(2,3-difluoro-4-methoxy-phenyl)-1-methyl-imidazole-2-carboxamide